CC1=C2C=3C=CC(=CC3C(C2=CC=C1)(C)C)N 5,9,9-trimethyl-9H-fluoren-2-amine